(S)-3-(4-(4-((2,3-dihydrobenzo[b][1,4]dioxin-2-yl)methyl)piperazin-1-yl)-1,2,5-thiadiazol-3-yl)oxazolidin-2-one O1C2=C(OC[C@@H]1CN1CCN(CC1)C=1C(=NSN1)N1C(OCC1)=O)C=CC=C2